2,4-dinitro-6-chloroaniline [N+](=O)([O-])C1=C(N)C(=CC(=C1)[N+](=O)[O-])Cl